C(CC1=CC=CC=C1)C1(N=C(N=C1NC1=CC=CC=C1)C1=CC=CC=C1)O 4-phenethyl-2-phenyl-5-(phenylamino)-4H-imidazol-4-ol